C1(=CC(=CC=C1)CN)CN m-xylylendiamine